2-(2-chlorophenyl)-7-(5,6,7,8-tetrahydroisoquinolin-4-yl)-5,7-diazaspiro[3.4]octane-6,8-dione ClC1=C(C=CC=C1)C1CC2(C1)NC(N(C2=O)C2=CN=CC=1CCCCC21)=O